C(C)(C)N1C(N(C=2N=NC=3C=CC(=CC3C21)C=2C=NC(=CC2)[C@@H](C)OCCN2C[C@@H](CC2)COC)C)=O 1-isopropyl-8-(6-((R)-1-(2-((R)-3-(methoxymethyl)pyrrolidin-1-yl)ethoxy)ethyl)pyridin-3-yl)-3-methyl-1H-imidazo[4,5-c]cinnolin-2(3H)-one